O1C(C1)CSCCCO 3-((oxiran-2-ylmethyl)thio)propan-1-ol